FC(C1=NN=C(S1)N1C(N(C2=C1C=C(C=C2N2C[C@H](NCC2)COC)S(=O)(=O)NC2(COC2)CF)C)=O)F {3-[5-(difluoromethyl)-1,3,4-thiadiazol-2-yl]-7-[(S)-3-(methoxymethyl)-1-piperazinyl]-1-methyl-2-oxo-2,3-dihydro-1H-1,3-benzimidazol-5-ylsulfonyl}[3-(fluoromethyl)-3-oxetanyl]amine